CNS(=O)(=O)S(=O)(=O)C1=CC=C(C=C1)CC(=O)NC1=CC2=C(NC(N2)=O)C=C1 2-(4-(N-methylsulfamoylsulfonyl)phenyl)-N-(2-oxo-2,3-dihydro-1H-benzo[d]imidazol-5-yl)acetamide